benzyl (2R,3S)-3-[(tert-butoxycarbonyl)amino]-2-[[(4-oxocyclohexyl)oxy]methyl]piperidine-1-carboxylate C(C)(C)(C)OC(=O)N[C@@H]1[C@@H](N(CCC1)C(=O)OCC1=CC=CC=C1)COC1CCC(CC1)=O